ClC=1C=NC=C(C1[C@@H](C)OC=1C=C2C(=NN(C2=CC1)C1OCCCC1)C1=CC2=C(OCCN2)N=C1)Cl 7-(5-((R)-1-(3,5-Dichloropyridin-4-yl)ethoxy)-1-(tetrahydro-2H-pyran-2-yl)-1H-indazol-3-yl)-2,3-dihydro-1H-pyrido[2,3-b][1,4]oxazine